[N+](=O)([O-])C(CC)C(C)ON([C@@H](C1=CC=CC=C1)C(=O)O)C(C1=CC=CC=C1)=O N-(3-nitro-4-pentyloxy)benzoyl-L-phenylglycine